1-(4-methoxyphenyl)cyclobutane-1-carbonitrile COC1=CC=C(C=C1)C1(CCC1)C#N